BrC1=C(C=C2C(=NC=NC2=C1)Cl)O[C@@H]1COCC1 (S)-7-bromo-4-chloro-6-((tetrahydrofuran-3-yl)oxy)quinazoline